[O-]S(=O)(=O)C(F)(F)F.CN1C=C(C2=CC=CC=C12)C(C=1SC=CC1)[P+](C1=CC=CC=C1)(C1=CC=CC=C1)C1=CC=CC=C1 ((1-methyl-1H-indol-3-yl)(thiophen-2-yl)methyl)triphenylphosphonium triflate